methyl 3-[(3-methoxycarbonylphenyl)disulfanyl]benzoate COC(=O)C=1C=C(C=CC1)SSC=1C=C(C(=O)OC)C=CC1